Cl.COCC1CCC(CN1)COC=1C(=NC=CC1)C(F)(F)F 3-((6-(methoxymethyl)piperidin-3-yl)methoxy)-2-(trifluoromethyl)pyridine hydrochloride